N-[5-[5-[[(2R)-1-cyclopropylazetidin-2-yl]methoxy]-2-methyl-4-pyridyl]pyrazolo[1,5-a]pyridin-2-yl]cyclopropanecarboxamide C1(CC1)N1[C@H](CC1)COC=1C(=CC(=NC1)C)C1=CC=2N(C=C1)N=C(C2)NC(=O)C2CC2